(S)-N-(3-cyano-4-fluorophenyl)-3-(2-oxo-2-((1,1,1-trifluoroprop-2-yl)amino)acetyl)-5,6,7,8-tetrahydroindolizine-1-carboxamide C(#N)C=1C=C(C=CC1F)NC(=O)C=1C=C(N2CCCCC12)C(C(N[C@H](C(F)(F)F)C)=O)=O